BrC=1C(=NC2=CC(=CC=C2C1)CC1CC[C@]2([C@@H]1O[C@H]([C@@H]2O)N2C=C(C1=C2N=CN=C1Cl)F)O)NCC1=CC=C(C=C1)OC (2R,3R,3aS,6aR)-6-((3-bromo-2-((4-methoxybenzyl)amino)quinolin-7-yl)methyl)-2-(4-chloro-5-fluoro-7H-pyrrolo[2,3-d]pyrimidin-7-yl)hexahydro-2H-cyclopenta[b]furan-3,3a-diol